C(C)N1CC(CC(C1)(F)F)C(=O)NNC(=O)C1=CC2=C(C(CC(C(N2CC2=CC=C(C=C2)OC(F)(F)F)=O)NC([O-])=O)(F)F)C=C1F N-[8-[[(1-ethyl-5,5-difluoro-piperidine-3-carbonyl)amino]carbamoyl]-5,5,7-trifluoro-2-oxo-1-[[4-(trifluoromethoxy)phenyl]methyl]-3,4-dihydro-1-benzazepin-3-yl]carbamate